2-Oxo-2-[(2R,5S)-5-methyl-2-[2-[rac-(3S,4R)-3-methoxy-1-methyl-4-piperidyl]-1,3-benzothiazol-5-yl]-1-piperidyl]-N-[1-(2-trimethylsilylethoxymethyl)pyrazolo[4,3-c]pyridin-7-yl]acetamide O=C(C(=O)NC=1C2=C(C=NC1)C=NN2COCC[Si](C)(C)C)N2[C@H](CC[C@@H](C2)C)C=2C=CC1=C(N=C(S1)[C@H]1[C@@H](CN(CC1)C)OC)C2 |&1:37,38|